N-Hydroxyacetimidamide ONC(C)=N